C1(=CC=CC2=CC=CC=C12)C1=CC=C(C=C1)C=1C(=NC(=NC1)C1=CC=C(C=C1)C1=CC=CC2=CC=CC=C12)C1=CC=C(C=C1)C=1C=NC=CC1 bis(4-naphthalen-1-ylphenyl)-4-[4-(3-pyridyl)phenyl]pyrimidine